FC(CN1N=CC=2C1=NC(=CN2)N2C(CCC(C2)COC=2C(=NC=CC2)C(F)(F)F)COC)F 1-(2,2-Difluoroethyl)-6-(2-(methoxymethyl)-5-(((2-(trifluoromethyl)pyridin-3-yl)oxy)methyl)piperidin-1-yl)-1H-pyrazolo[3,4-b]pyrazine